C(CCC)OC1=C(C=C(C(=O)NC2CCN(CC2)C2=CC=NC=C2)C=C1OC)OC 4-butoxy-3,5-dimethoxy-N-[1-(pyridin-4-yl)piperidin-4-yl]benzamide